NCCOCCOCCOCC(=O)N[C@H](C(=O)N1[C@@H](C[C@H](C1)O)C(=O)NCC1=CC=C(C=C1)C1=C(N=CS1)C)C(C)(C)C (2S,4R)-1-[(2S)-2-[[2-[2-[2-(2-aminoethoxy)ethoxy]ethoxyl]acetyl]amino]-3,3-dimethyl-butanoyl]-4-hydroxy-N-[[4-(4-methylthiazol-5-yl)phenyl]methyl]pyrrolidine-2-carboxamide